ClC=1C(=NC(=NC1)C1=CC(=NN1C)C)NC1=CC2=C(N(C(N2CCC(C)(C)O)=O)C)C=C1 5-((5-chloro-2-(1,3-dimethyl-1H-pyrazol-5-yl)pyrimidin-4-yl)amino)-3-(3-hydroxy-3-methylbutyl)-1-methyl-1,3-dihydro-2H-benzo[d]imidazol-2-one